(3'-methoxy-4'-(4-oxo-3,5,7,8-tetrahydro-4H-thiopyrano[4,3-d]pyrimidin-2-yl)-[1,1'-biphenyl]-4-yl)boronic acid COC=1C=C(C=CC1C=1NC(C2=C(N1)CCSC2)=O)C2=CC=C(C=C2)B(O)O